ClC=1C(=C(C(=C(C1[O-])[O-])Cl)Cl)Cl.ClC=1C(=C(C(=C(C1[O-])[O-])Cl)Cl)Cl.ClC=1C(=C(C(=C(C1[O-])[O-])Cl)Cl)Cl.[P+5].C(CCC)[N+](CCCC)(CCCC)CCCC tetrabutylammonium phosphorus(V) tris(tetrachlorocatecholate)